4,4,5,5-tetramethyl-2-(1,1,6-trimethyl-3H-2-benzofuran-5-yl)-1,3,2-dioxaborolane CC1(OB(OC1(C)C)C1=CC2=C(C(OC2)(C)C)C=C1C)C